(trans-4-(2,4-dimethyl-5-oxo-5,6,7,8-tetrahydro-[1,3]dioxolo[4,5-g]isoquinolin-2-yl)cyclohexyl)carbamate CC1(OC=2C(=CC=3CCNC(C3C2C)=O)O1)[C@@H]1CC[C@H](CC1)NC([O-])=O